N-[(5S)-1'-[3-iodo-1-(Oxohexan-2-yl)-1H-pyrazolo[3,4-b]pyrazin-6-yl]-5,7-dihydrospiro[cyclopenta[b]pyridin-6,4'-piperidin]-5-yl]carbamic acid tert-butyl ester C(C)(C)(C)OC(N[C@@H]1C=2C(=NC=CC2)CC12CCN(CC2)C2=CN=C1C(=N2)N(N=C1I)C(C)CCCC=O)=O